FC1=C(C=C(C=C1)CC(=O)O)[C@@H](CN[C@H](C1=CC=CC=C1)[C@H]1CNC2=CC(=CN=C2C1)F)C |o1:11| 2-(4-fluoro-3-((S or R)-1-(((S)-((R)-7-fluoro-1,2,3,4-tetrahydro-1,5-naphthyridin-3-yl)(phenyl)methyl)amino)propan-2-yl)phenyl)acetic acid